5-hydroxy-2-phenyl-7-(furan-3-yl)-4H-chromen-4-one OC1=C2C(C=C(OC2=CC(=C1)C1=COC=C1)C1=CC=CC=C1)=O